C(C)(C)(C)OC(=O)N\C(\C(=O)OC)=C\C=1SC=CN1 methyl (E)-2-((tert-butoxycarbonyl)amino)-3-(thiazol-2-yl)acrylate